FC1=C2C=CC=NC2=C(C(=C1)C(NC(CCC)=O)C=1C=NC=CC1)O N-((5-fluoro-8-hydroxyquinolin-7-yl)(pyridin-3-yl)methyl)butyramide